C(C)(C)(C)[S@@](=O)\N=C(/C)\C=1C=C2CCN(C2=CC1)C(=O)OCC1=CC=CC=C1 benzyl (R,E)-5-(1-((tert-butylsulfinyl) imino) ethyl)-2,3-dihydro-1H-indole-1-carboxylate